CC1=C(NC=N1)C(=O)OCC ethyl 5-methyl-3H-imidazole-4-carboxylate